N[C@@]1(COCC1)C1=C(C=C(C(=O)OC)C=C1)Cl |r| (±)-Methyl 4-(3-aminotetrahydrofuran-3-yl)-3-chloro-benzoate